2,5-dimethoxybenzene-1,4-dialdehyde COC1=C(C=C(C(=C1)C=O)OC)C=O